C(C=C)N1S(NC2=C(C1)C=C(C1=C2NC=C1Cl)Cl)(=O)=O 3-allyl-6,7-dichloro-4,9-dihydro-1H-pyrrolo[3,2-h][2,1,3]benzothiadiazine 2,2-dioxide